1-bromo-4-(4-chlorophenoxy)-2-trifluoromethylbenzene BrC1=C(C=C(C=C1)OC1=CC=C(C=C1)Cl)C(F)(F)F